COC(C(CCCCCC\C=C/CCCCCCCC)OC(CCCCCCC\C=C/C\C=C/CCCCC)=O)=O (12R)-linoleoyloxyoleic acid methyl ester